C(C)(C)(C)C=1C=C(C#N)C=CC1OC1=CC=C(C=C1)C1C=2C(NC(C1)=O)=NNC2 3-tert-butyl-4-(4-{6-oxo-2H,4H,5H,6H,7H-pyrazolo[3,4-b]pyridin-4-yl}phenoxy)benzonitrile